(3S)-3-({8-carbamoyl-6-cyanopyrido[3,2-d]pyrimidin-4-yl}amino)piperidine-1-carboxylic acid tert-butyl ester C(C)(C)(C)OC(=O)N1C[C@H](CCC1)NC=1C2=C(N=CN1)C(=CC(=N2)C#N)C(N)=O